5-((3-methoxypropoxy)methyl)-2-phenyl-N-(tetrahydro-2H-pyran-4-yl)-1H-indol-7-amine COCCCOCC=1C=C2C=C(NC2=C(C1)NC1CCOCC1)C1=CC=CC=C1